2-chloro-5-pentyl-1,4-naphthoquinone ClC=1C(C2=CC=CC(=C2C(C1)=O)CCCCC)=O